4-phenyl-1H-benzol C1(=CC=CC=C1)C1=CCCC=C1